C1OCC12COC(=NC2)NC2=CC(=C(OC1=C3C(=NC=C1)NC=C3C3=CC=C(C=C3)C(=O)N3CC(CC3)(F)F)C(=C2)F)F (4-(4-(4-((2,6-dioxa-8-azaspiro[3.5]nona-7-En-7-yl)amino)-2,6-difluorophenoxy)-1H-pyrrolo[2,3-b]pyridin-3-yl)phenyl)(3,3-difluoropyrrolidine-1-yl)methanone